FC1(CCC(CC1)C1=NC=CC(=C1N)C=1C(=NC=C(C1)F)F)F 2'-(4,4-difluorocyclohexyl)-2,5-difluoro-[3,4'-bipyridin]-3'-amine